amino-1-(3-hydroxy-2,6-dimethyl-phenyl)-5,6-dimethyl-pyrrolo[2,3-b]Pyridine-3-carboxamide NC1=C(C=2C(=NC(=C(C2)C)C)N1C1=C(C(=CC=C1C)O)C)C(=O)N